FC1=C(C(=O)N([C@H]2CNCCC2)C2=NC=CC3=CC(=CC=C23)C2=CC=C(C=C2)F)C=CC(=C1)C=1N=NN(C1)C (R)-2-fluoro-N-(6-(4-fluorophenyl)isoquinolin-1-yl)-4-(1-methyl-1H-1,2,3-triazol-4-yl)-N-(piperidin-3-yl)benzamide